3-(chlorodifluoromethyl)-6-(6-((1,1,1-trifluoro-3-methylbut-2-yl)oxy)pyridin-3-yl)-[1,2,4]Triazolo[4,3-a]Pyrazine ClC(C1=NN=C2N1C=C(N=C2)C=2C=NC(=CC2)OC(C(F)(F)F)C(C)C)(F)F